6-[(3S)-3-(cyanomethyl)-4-prop-2-enoyl-piperazin-1-yl]-N-(3-hydroxy-1-naphthyl)-2-(1-methylindazol-5-yl)pyrimidine-4-carboxamide C(#N)C[C@H]1CN(CCN1C(C=C)=O)C1=CC(=NC(=N1)C=1C=C2C=NN(C2=CC1)C)C(=O)NC1=CC(=CC2=CC=CC=C12)O